COC1=CC(=NC=C1C(NCC=1C=NC(=CC1)C1=CC=CC=C1)=O)N1N=CC(=C1)C(=O)OCC Ethyl 1-(4-methoxy-5-(((6-phenylpyridin-3-yl)methyl)carbamoyl)pyridin-2-yl)-1H-pyrazole-4-carboxylate